CN1CC2(CC2C1)C#CC1=C(C=C2C(=NC=NC2=C1)NC1=CC(=C(C=C1)OC1=CC=2N(C=C1)N=CN2)C)N 7-[2-(3-methyl-3-azabicyclo[3.1.0]hexan-1-yl)ethynyl]-N4-[3-methyl-4-([1,2,4]triazolo[1,5-a]pyridin-7-yloxy)phenyl]quinazoline-4,6-diamine